2-cyclopentyl-3-methyl-1,3-butadiene C1(CCCC1)C(=C)C(=C)C